COC1=CC(=NN1COCC[Si](C)(C)C)N 5-methoxy-1-((2-(trimethylsilyl)ethoxy)methyl)-1H-pyrazol-3-amine